pyrroline-2,5-dicarboxylic acid N1C(=CCC1C(=O)O)C(=O)O